6-bromo-1-ethyl-1H-pyrazolo[4,3-b]pyridine BrC=1C=C2C(=NC1)C=NN2CC